5-bromo-1-(3-(difluoromethoxy)phenyl)-3-ethyl-3-methylindolin-2-one BrC=1C=C2C(C(N(C2=CC1)C1=CC(=CC=C1)OC(F)F)=O)(C)CC